C(C=C)(=O)OC1OC(OC1)=O (2-oxo-1,3-dioxolan-4-yl) acrylate